C(C=C)(=O)OCCOC1=CC=C(C=C1)C1(C2=CC=CC=C2C=2C=CC=CC12)C1=CC=C(C=C1)OCCOC(C=C)=O 9,9-bis(4-acryloyloxyethoxyphenyl)fluorene